O([Si](C)(C)C(C)(C)C)[C@@]1([C@]([C@@](O[C@@H]1CO)(N1C=NC=2C(N)=NC(=NC12)NN)O[Si](C)(C)C(C)(C)C)(O)O[Si](C)(C)C(C)(C)C)O tri-tert-butyldimethylsiloxy-2-hydrazinoadenosine